CNCCN1CCCCC1 N-methyl-2-(piperidin-1-yl)ethan-1-amine